tert-butyl 7-acetyl-2,7-diazaspiro[3.5]nonane-2-carboxylate C(C)(=O)N1CCC2(CN(C2)C(=O)OC(C)(C)C)CC1